C[C@H]1CN(C[C@H](O1)C)C(=O)C=1C2=C(N(N1)CC(=O)N1CCC(CC1)C=1C=C(C=CC1)C)CCC2 2-(3-((2S,6R)-2,6-Dimethylmorpholin-4-carbonyl)-5,6-dihydrocyclopenta[c]pyrazol-1(4H)-yl)-1-(4-(m-tolyl)piperidin-1-yl)ethanon